3-[[4-[2-Amino-1-[4-[1-(trifluoromethyl)cyclopropyl]phenyl]ethoxy]-6-(2,6-dimethylphenyl)pyrimidin-2-yl]sulfamoyl]benzoic acid NCC(OC1=NC(=NC(=C1)C1=C(C=CC=C1C)C)NS(=O)(=O)C=1C=C(C(=O)O)C=CC1)C1=CC=C(C=C1)C1(CC1)C(F)(F)F